4-(1-cyanoethyl)piperidine-1-carboxylic acid tert-butyl ester C(C)(C)(C)OC(=O)N1CCC(CC1)C(C)C#N